3'-((4-iodo-1,3-phenylene)bis(oxy))bis(fluorobenzene) IC1=C(C=C(C=C1)OC1=C(C=CC=C1)F)OC1=C(C=CC=C1)F